ClC=1C=NN(C1C1=NN2C(N(CCC2)CC2=CC(=C(C=C2)C=2N(C=C(N2)C(F)(F)F)C(C)C)OC)=N1)C(C)C 2-(4-chloro-1-isopropyl-1H-pyrazol-5-yl)-4-(4-(1-isopropyl-4-(trifluoromethyl)-1H-imidazol-2-yl)-3-methoxybenzyl)-6,7-dihydro-[1,2,4]triazolo[1,5-a]pyrimidin